C(=O)[O-].F[PH+](F)F trifluorophosphonium formate